[N+](=O)([O-])C1=CC2=C(C(OC2=O)=O)S1 2-Nitrothieno[2,3-c]furan-4,6-dione